Cl.FC1=C(CN2C(N([C@H](C3=CC=C(C=C23)C(=O)NCC2=C(C=C(C=C2F)F)F)C)C)=O)C(=CC=C1)NCCO (S)-1-(2-fluoro-6-((2-hydroxyethyl)amino)benzyl)-3,4-dimethyl-2-oxo-N-(2,4,6-trifluorobenzyl)-1,2,3,4-tetrahydroquinazolin-7-carboxamide hydrochloride